piperidine-4-carboxylic acid cyclopropyl ester C1(CC1)OC(=O)C1CCNCC1